C(C)(C)(C)C=1C=C(C=C(C1O)C)CCC(=O)O 3-t-butyl-4-Hydroxy-5-methylbenzenepropionic acid